The molecule is phenylacetylglycine hydroxylated at the phenyl C-4 position. It has a role as a mouse metabolite. It is a monocarboxylic acid amide, a monocarboxylic acid and a N-acylglycine. It derives from a phenylacetylglycine. C1=CC(=CC=C1CC(=O)NCC(=O)O)O